ClC=1C=C(N)C=CC1OCC1OCCCO1 3-chloro-4-(1,3-dioxan-2-ylmethoxy)aniline